6-bromo-3,3-dimethyl-1-phenethylindolin-2-one BrC1=CC=C2C(C(N(C2=C1)CCC1=CC=CC=C1)=O)(C)C